NC1=NC(N(C=C1)[C@@H]1CS[C@@H](O1)CO)=O (2R,5S)-4-amino-1-(2-hydroxymethyl-1,3-oxathiolan-5-yl)-2(1H)-pyrimidinone